N[C@H]1CS(C2=C(N(C1=O)CC1=CC=C(C=C1)OC(F)(F)F)C=C(C=C2)C=2OC(=NN2)CC(F)(F)F)=O (3R)-3-amino-1-oxo-7-[5-(2,2,2-trifluoroethyl)-1,3,4-oxadiazol-2-yl]-5-[[4-(trifluoromethoxy)phenyl]methyl]-2,3-dihydro-1λ4,5-benzothiazepin-4-one